N-[(3R,5S)-1-(8-cyanoquinoxalin-5-yl)-5-methylpiperidin-3-yl]-2-(4-methylpiperazin-1-yl)acetamide C(#N)C=1C=CC(=C2N=CC=NC12)N1C[C@@H](C[C@@H](C1)C)NC(CN1CCN(CC1)C)=O